O\C(=C/C=CC(=O)O)\C=C\C=C/C=C/CCCCCCCCC 5-hydroxy-5Z,8Z,10E,14Z,17Z-eicosapentaenoic acid